2-[6-(Azetidin-3-yloxy)-4-methylpyrrolo[1,2-a]pyrazin-8-yl]-N-ethyl-5-fluoro-N-(isopropyl)benzamide N1CC(C1)OC1=CC(=C2N1C(=CN=C2)C)C2=C(C(=O)N(C(C)C)CC)C=C(C=C2)F